CN1CC2=CC(=CC(=C2CC1)C)C=1N=C(C(=NC1)N)OCC1=CC(=NC=C1)C#CC=1C=NC=CC1 5-(2,5-dimethyl-1,2,3,4-tetrahydroisoquinolin-7-yl)-3-((2-(pyridin-3-ylethynyl)pyridin-4-yl)methoxy)pyrazin-2-amine